FC=1C=C2C(C(NC2=CC1F)=O)=O 5,6-difluoroindoline-2,3-dione